CC=1C(=NN(C1)C1OCCCC1)C(C)O 1-(4-Methyl-1-(tetrahydro-2H-pyran-2-yl)-1H-pyrazol-3-yl)ethan-1-ol